C(C)OC1=C(C=CC=C1)CCN1C(N(C(C2=C1SC(=C2C)C=2OC=CN2)=O)C(C(=O)O)(C)C)=O 2-[1-[2-(2-ethoxyphenyl)ethyl]-5-methyl-6-(1,3-oxazol-2-yl)-2,4-dioxo-1H,2H,3H,4H-thieno[2,3-d]pyrimidin-3-yl]-2-methylpropanoic acid